CC1=CC(=NO1)[C@H]1CN(CCO1)S(=O)(=O)C1=CC=C(C)C=C1 (2R)-2-(5-methylisoxazol-3-yl)-4-(p-toluenesulfonyl)morpholine